BrC1=NC=C(C(=C1)NC(=O)[C@@H]1O[C@]([C@H]([C@H]1C1=C(C(=C(C=C1)F)F)OC(F)F)C)(C(F)(F)F)C)C |r| rac-(2R,3S,4S,5R)-N-(2-bromo-5-methyl-4-pyridyl)-3-[2-(difluoromethoxy)-3,4-difluoro-phenyl]-4,5-dimethyl-5-(trifluoromethyl)tetrahydrofuran-2-carboxamide